CN(C(=O)C=1N=NN(C1)[C@@H]1CNC[C@H]1OCC1=CC=C(C=C1)C(F)(F)F)C N,N-dimethyl-1-(trans-4-(4-(trifluoromethyl)benzyloxy)pyrrolidin-3-yl)-1H-1,2,3-triazole-4-carboxamide